2-sec-butyl-4-nitro-2H-pyrazole-3-carboxylic acid methyl ester COC(=O)C=1N(N=CC1[N+](=O)[O-])C(C)CC